methyl 2-(((5-cyanopyridin-2-yl)methyl)(1-(3-fluoropyridin-2-yl)ethyl)amino)-2-oxoacetate C(#N)C=1C=CC(=NC1)CN(C(C(=O)OC)=O)C(C)C1=NC=CC=C1F